ClC1=CC=C(S1)CNC1=CC(=NN1C(C(C)(C)C)=O)C1CCN(CC1)CC1=CN=NN1 1-(5-{[(5-chlorothiophen-2-yl)methyl]amino}-3-[1-(1H-1,2,3-triazol-5-ylmethyl)piperidin-4-yl]-1H-pyrazol-1-yl)-2,2-dimethylpropan-1-one